CC1(OB(OC1(C)C)C1=CC=C(C=C1)N(C=1C=C2CCC2=CC1)C1=CC=C(C=C1)B1OC(C(O1)(C)C)(C)C)C N,N-bis[4-(4,4,5,5-tetramethyl-1,3,2-dioxaborolan-2-yl)phenyl]bicyclo[4.2.0]oct-1,3,5-trien-3-amine